(S)-2-((2-((S)-4-(difluoromethyl)-2-carbonyloxazolidin-3-yl)-5,6-dihydrobenzo[f]imidazo[1,2-d][1,4]oxazepin-9-yl)amino)-3-hydroxypropionamide FC([C@H]1N(C(OC1)=C=O)C=1N=C2N(CCOC3=C2C=CC(=C3)N[C@H](C(=O)N)CO)C1)F